2-(cyclopropylamino)-2-oxoethyl-4-{2-[2-(difluoromethyl)-4-methoxy-1H-benzo[d]imidazol-1-yl]-6-morpholinopyrimidin-4-yl}piperazine C1(CC1)NC(CN1CCN(CC1)C1=NC(=NC(=C1)N1CCOCC1)N1C(=NC2=C1C=CC=C2OC)C(F)F)=O